C(\C=C\CCCCCC)(=O)OC methyl (E)-2-nonenoate